5-ethynyl-2,4-difluoroaniline C(#C)C=1C(=CC(=C(N)C1)F)F